[4-[4-[2-amino-6-(trifluoromethyl)pyrimidin-4-yl]piperazin-1-yl]sulfonylphenyl]benzamide NC1=NC(=CC(=N1)N1CCN(CC1)S(=O)(=O)C1=CC=C(C=C1)C1=C(C(=O)N)C=CC=C1)C(F)(F)F